tetracyclo[7.4.0.02,7.110,13]tetradeca-2,4,6,11-tetraene C12C3=CC=CC=C3CC2C2C=CC1C2